OC(C(=O)NN)C(C(=O)NN)O 2,3-dihydroxysuccinic acid, Dihydrazide